N5-(4-(chlorodifluoromethoxy)phenyl)-N7-cyclopropyl-1-isopropyl-1H-benzo[d]imidazole-5,7-dicarboxamide ClC(OC1=CC=C(C=C1)NC(=O)C1=CC2=C(N(C=N2)C(C)C)C(=C1)C(=O)NC1CC1)(F)F